5-methyl-2,5-diazatetracyclo[13.4.0.02,7.08,13]nonadeca-1(19),8,10,12,15,17-hexaene CN1CCN2C3=CC=CC=C3CC3=CC=CC=C3C2C1